N[C@H]1CS(C2=C(N(C1=O)CC1=CC=C(C=C1)Cl)C=C(C(=C2)F)C=2OC(=NN2)C(C)(O)C)(=O)=O (3R)-3-amino-5-[(4-chlorophenyl)methyl]-8-fluoro-7-[5-(1-hydroxyl-methyl-ethyl)-1,3,4-oxadiazol-2-yl]-1,1-dioxo-2,3-dihydro-1lambda6,5-benzothiazepin-4-one